3,5-dimethyl-3,5-dihydroxyiodobiphenyl CC1(C(C(=CC(C1)(O)C)C1=CC=CC=C1)I)O